iron-silicon-iron [Fe].[Si].[Fe]